tert-butyl (3S,4S)-4-(2,2-difluoro-2-(p-tolyloxy)acetamido)-3-methylpiperidine-1-carboxylate FC(C(=O)N[C@@H]1[C@H](CN(CC1)C(=O)OC(C)(C)C)C)(OC1=CC=C(C=C1)C)F